CN(C)C(=[N+](C)C)ON1C2=CC=CC=C2N=N1.F[P-](F)(F)(F)(F)F O-benzotriazol-1-yl-N,N,N',N'-tetramethyluronium hexafluorophosphate